N[C@@H](CO)CC(=O)O L-β-homoserine